ethyl 5-bromofuran-2-carboxylate (ethyl 5-bromofuran-2-carboxylate) C(C)C1=C(OC(=C1)Br)C(=O)O.BrC1=CC=C(O1)C(=O)OCC